Cl.Cl.C(CCCC)C=1C=C(C=C(C1)CCC1=C(C(N)=N)C=CC=C1)CCC1=C(C(N)=N)C=CC=C1 4'-((5-pentyl-1,3-phenylene)bis(ethane-2,1-diyl))dibenzimidamide dihydrochloride